5-Fluoro-1-((2R,4aR,6R,7aS)-2-oxo-2-phenoxytetrahydro-4H-furo[3,2-d][1,3,2]dioxaphosphorin-6-yl)pyrimidine-2,4(1H,3H)-dione FC=1C(NC(N(C1)[C@H]1C[C@@H]2O[P@@](OC[C@H]2O1)(OC1=CC=CC=C1)=O)=O)=O